(R)-2-(4,4-difluoroazepan-1-yl)-4-methyl-N-(3-(S-methylsulfonimidoyl)phenyl)-5-(1H-pyrazol-4-yl)nicotinamide FC1(CCN(CCC1)C1=C(C(=O)NC2=CC(=CC=C2)[S@@](=O)(=N)C)C(=C(C=N1)C=1C=NNC1)C)F